CC1N(CCN(C1)C1=CC=C(C=C1)NC=1N=CC2=C(N1)N(C(C=C2C#C[Si](C(C)C)(C(C)C)C(C)C)=O)C2=CC=CC=C2)C(=O)OC(C)(C)C tert-butyl 2-methyl-4-[4-({7-oxo-8-phenyl-5-[2-(triisopropylsilyl)ethynyl]pyrido[2,3-d]pyrimidin-2-yl}amino)phenyl]piperazine-1-carboxylate